P(=O)(O)(O)O.C(C(=C)C)(=O)OCCO mono(2-hydroxyethyl) methacrylate phosphate